C(C)(C)(C)OC(=O)NC1CCN(CC1)C=1SC=C(N1)C(=O)NC(C(=O)NC(C(=O)OC)=C)=C methyl 2-(2-(2-(4-((tert-butoxycarbonyl)amino)piperidin-1-yl)thiazole-4-carboxamido)acrylamido)acrylate